O[C@H]1[C@@H](C2=CC=CC=C2C1)NC(=O)C=1C=C2[C@@H](CCC2=CC1)N1C(NC(CC1=O)(C)C)=N (3R)-N-[(1R,2R)-2-hydroxyindan-1-yl]-3-(2-imino-4,4-dimethyl-6-oxo-hexahydropyrimidin-1-yl)indane-5-carboxamide